[Zr].[Co].[Ni].[Mn].C(C)NC(=O)N1[C@H]([C@H](CCC1)NC(C(=O)N(C)C)=O)CO[C@@H]1CC[C@@H](CC1)C1=CC(=CC=C1)F N~2~-[cis-1-(ethylcarbamoyl)-2-({[cis-4-(3-fluorophenyl)cyclohexyl]oxy}methyl)piperidin-3-yl]-N~1~,N~1~-dimethylethanediamide manganese-nickel-cobalt-zirconium